CC(C)C1C=CC(CC1)=O 4-(1-methylethyl)-2-cyclohexen-1-one